ethyl-2-(3-methylpyridin-4-yl)-N-(propan-2-yl)pyrido[3,4-d]pyrimidin-4-amine C(C)C1=CN=CC=2N=C(N=C(C21)NC(C)C)C2=C(C=NC=C2)C